Racemic-tert-butyl 3-(hydroxymethyl)-3-methylpiperidine-1-carboxylate OC[C@]1(CN(CCC1)C(=O)OC(C)(C)C)C |r|